2-(2,4-difluorophenyl)-6-((2-fluoropyridin-4-yloxy)methyl)imidazo[1,2-b][1,2,4]triazine FC1=C(C=CC(=C1)F)C=1C=NC=2N(N1)C=C(N2)COC2=CC(=NC=C2)F